OC=1C=C(/C=C/C2=CC(=C3O[C@@]4(CC[C@H](C([C@H]4CC3=C2)(C)C)O)C)OC)C=C(C1CC=C(C)C)OCCOCCOCC#C (2R,4aR,9aR)-7-((E)-3-hydroxy-4-(3-methylbut-2-en-1-yl)-5-(2-(2-(prop-2-yn-1-yloxy)ethoxy)ethoxy)styryl)-5-methoxy-1,1,4a-trimethyl-2,3,4,4a,9,9a-hexahydro-1H-xanthen-2-ol